Cl.N[C@@H](CC(=O)O)CC(=O)OCC1=CC(=NC(=C1)Cl)Cl (S)-3-Amino-5-((2,6-dichloropyridin-4-yl)methoxy)-5-oxopentanoic acid hydrochloride